C(C)(C)(C)OP(=O)(OC(C)(C)C)OCOC(=O)N(CC(=O)OC(C)(C)C)C[C@@H]1NCCOC1 tert-butyl (S)-N-((((di-tert-butoxyphosphoryl)oxy)methoxy)carbonyl)-N-(morpholin-3-ylmethyl)glycinate